O1CC(C1)[C@H](C)NC(=O)C1=CC2=CC=CC(=C2C=C1)OC1=CC=C(C=C1)C(F)(F)F (S)-N-(1-(oxetan-3-yl)ethyl)-5-(4-(trifluoromethyl)phenoxy)-2-naphthamide